[5-(6-amino-7H-purin-9-ium-9-yl)-3,4-dihydroxyoxolan-2-yl]methyl phosphate P(=O)(OCC1OC(C(C1O)O)[N+]=1C2=NC=NC(=C2NC1)N)([O-])[O-]